5-chloro-1H-benzo[d]imidazole ClC1=CC2=C(NC=N2)C=C1